NC1=C(C(=O)O)C=C(C=C1F)F 2-amino-3,5-difluoro-benzoic acid